3-(3-(2-(((S)-1-(3-aminopropyl)pyrrolidin-2-yl)methoxy)-4-((1R,5S)-3,8-diazabicyclo[3.2.1]octan-3-yl)-8-fluoroquinazolin-7-yl)-1H-indol-4-yl)propanenitrile NCCCN1[C@@H](CCC1)COC1=NC2=C(C(=CC=C2C(=N1)N1C[C@H]2CC[C@@H](C1)N2)C2=CNC1=CC=CC(=C21)CCC#N)F